2-(2-Amino-9-((2R,3S,4S,5R)-4-fluoro-3-hydroxy-5-(hydroxymethyl)tetrahydrofuran-2-yl)-6,8-dioxo-1,6,8,9-tetrahydro-7H-purin-7-yl)-N-hydroxyacetamid NC=1NC(C=2N(C(N(C2N1)[C@@H]1O[C@@H]([C@H]([C@H]1O)F)CO)=O)CC(=O)NO)=O